[Na+].ClCC(CS(=O)(=O)[O-])O 3-Chloro-2-hydroxypropanesulfonic acid sodium salt